(4-Benzothien-2-yl-phenyl)-(4-benzothiazol-2-yl-phenyl)-{4-(1,10-phenanthroline-2-yl)-phenyl}amine S1C(=CC2=C1C=CC=C2)C2=CC=C(C=C2)N(C2=CC=C(C=C2)C2=NC1=C3N=CC=CC3=CC=C1C=C2)C2=CC=C(C=C2)C=2SC1=C(N2)C=CC=C1